(S)-9-(2-(2-(hydroxymethyl)pyrrolidin-1-yl)pyrimidin-5-yl)-6,7-dimethoxynaphtho[2,3-c]furan-1(3H)-one hydrochloride Cl.OC[C@H]1N(CCC1)C1=NC=C(C=N1)C1=C2C=C(C(=CC2=CC2=C1C(OC2)=O)OC)OC